tert-butyl bis(inden-2-yl) phosphate P(=O)(OC(C)(C)C)(OC=1CC2=CC=CC=C2C1)OC=1CC2=CC=CC=C2C1